ClC1=NC=C(C(=C1)N1CCC(CC1)O)C#CC=1C=NN(C1)CCF 1-(2-chloro-5-((1-(2-fluoroethyl)-1H-pyrazol-4-yl)ethynyl)pyridin-4-yl)piperidin-4-ol